N-((4-fluorophenyl)sulfonyl)-5,5-diphenyl-4,5-dihydro-isoxazole-3-carboxamide FC1=CC=C(C=C1)S(=O)(=O)NC(=O)C1=NOC(C1)(C1=CC=CC=C1)C1=CC=CC=C1